NCCN(C(OC(C)(C)C)=O)C1=CC2=C(N=C(S2)C2=C(C=C(C=C2)C=2C=NC(=CC2)N(C)C)C(F)(F)F)C=C1 tert-butyl N-(2-azanylethyl)-N-[2-[4-[6-(dimethylamino)pyridin-3-yl]-2-(trifluoromethyl)phenyl]-1,3-benzothiazol-6-yl]carbamate